methoxy-8-fluoro-N-methylquinazolin-4-amine COC1=NC2=C(C=CC=C2C(=N1)NC)F